(3-(((3-(aminomethyl)cyclohexyl)methyl)amino)-1-(4-methoxyphenyl)-1H-pyrazol-5-yl)-2-fluorobenzonitrile NCC1CC(CCC1)CNC1=NN(C(=C1)C=1C(=C(C#N)C=CC1)F)C1=CC=C(C=C1)OC